2-benzoyl-5-fluoroisoindoline-1,3-dione C(C1=CC=CC=C1)(=O)N1C(C2=CC=C(C=C2C1=O)F)=O